C(C)(C)(C)OC(=O)N1CC(C1)C#CC1=C(C=C(C=C1)OC)C(F)(F)F 3-[2-[4-methoxy-2-(trifluoromethyl)phenyl]ethynyl]azetidine-1-carboxylic acid tert-butyl ester